Benzyl ((S)-(4,4-difluorocyclohexyl)(4-fluoro-5-(((S)-2-oxo-4-(trifluoromethyl)imidazolidin-1-yl)methyl) benzo[d]oxazol-2-yl)methyl)(methyl)carbamate FC1(CCC(CC1)[C@@H](C=1OC2=C(N1)C(=C(C=C2)CN2C(N[C@@H](C2)C(F)(F)F)=O)F)N(C(OCC2=CC=CC=C2)=O)C)F